4-(6,7-Dichloro-10-(1H-pyrazol-4-yl)-3,4-dihydropyrazino[1,2-a]indol-2(1H)-yl)-4-oxobutanamide ClC1=C(C=CC=2C(=C3N(C12)CCN(C3)C(CCC(=O)N)=O)C=3C=NNC3)Cl